O[C@H]1[C@H](NCC1)C(=O)O (2S,3R)-3-hydroxy-pyrrolidine-2-carboxylic acid